5-(3-Cyanophenyl)-N-(3-((dimethylamino)methyl)-1,2,4-thiadiazol-5-yl)-2-methylfuran-3-carboxamid C(#N)C=1C=C(C=CC1)C1=CC(=C(O1)C)C(=O)NC1=NC(=NS1)CN(C)C